Cl.CO[C@H]1C[C@H](C[C@H](C1)NCC1=CC=C(C=C1)C=1C=NC=C(C1)OC)NC=1C2=C(N=CN1)SC(=C2)CC(F)(F)F (1R,3S,5R)-5-methoxy-N1-{[4-(5-methoxypyridin-3-yl)phenyl]methyl}-N3-[6-(2,2,2-trifluoroethyl)thieno[2,3-d]pyrimidin-4-yl]cyclohexane-1,3-diamine Hydrochloride